COC1=CC=C(C=C1)S(=O)(=O)C=1C=NC2=CC=C(C=C2C1N1CCN(CCC1)C)C(=O)N(C)C 3-((4-methoxyphenyl)sulfonyl)-N,N-dimethyl-4-(4-methyl-1,4-diazepan-1-yl)quinoline-6-carboxamide